NC1(CCN(CC1)C1=NC(=C2C(=N1)NN=C2C2=CC1=CC=CC=C1C=C2)C(=O)N)C 6-(4-Amino-4-methylpiperidin-1-yl)-3-(naphthalen-2-yl)-1H-pyrazolo[3,4-d]pyrimidine-4-carboxamide